3-(4-bromo-1-(2,5-difluorophenyl)but-3-yn-1-yl)-1,6-dimethylpyridin-2(1H)-one BrC#CCC(C1=C(C=CC(=C1)F)F)C=1C(N(C(=CC1)C)C)=O